CC1(COC=2C1=NC=CC2C(=O)NC=2C=NC(=C(C2)C=2C=NC1=CC(=NC=C1C2)NC)C)C 3,3-dimethyl-N-(6-methyl-5-(7-(methylamino)-1,6-naphthyridin-3-yl)pyridin-3-yl)-2,3-dihydrofuro[3,2-B]pyridine-7-carboxamide